C(C1=CC=CC=C1)SC(C(=O)N)CCCCCC benzylthio-octanamide